(((1R,2S)-2-(((tert-butyldiphenylsilyl)oxy)methyl)cyclopropyl)methoxy)propionic acid tert-butyl ester C(C)(C)(C)OC(C(C)OC[C@H]1[C@H](C1)CO[Si](C1=CC=CC=C1)(C1=CC=CC=C1)C(C)(C)C)=O